(R,S)-3-(9-Bromo-5,5-dioxido-6H-dibenzo[c,e][1,2]thiazin-6-yl)-1-cyclohexylpyrrolidin-2-one BrC1=CC2=C(N(S(C3=C2C=CC=C3)(=O)=O)[C@H]3C(N(CC3)C3CCCCC3)=O)C=C1